CC1C(CC12CCNCC2)=O 1-methyl-7-azaspiro[3.5]nonan-2-one